NC1=NC=CC2=C1C(=CN2C2CC2)C2=CC=C(C=1N2C=CN1)NC(=O)NC1=CC(=C(C=C1)CN1CCN(CC1)C)C(F)(F)F 1-(5-(4-AMINO-1-CYCLOPROPYL-1H-PYRROLO[3,2-C]PYRIDIN-3-YL)IMIDAZO[1,2-A]PYRIDIN-8-YL)-3-(4-((4-METHYLPIPERAZIN-1-YL)METHYL)-3-(TRIFLUOROMETHYL)PHENYL)UREA